2-Mercaptobenzothiazole Zinc salt [Zn].SC=1SC2=C(N1)C=CC=C2